N1(CCC1)CC1(CC1)NC(=O)C1(CCC1)C1=CC(=CC=C1)F N-(1-(azetidin-1-ylmethyl)cyclopropyl)-1-(3-fluorophenyl)cyclobutane-1-carboxamide